9-((4-(((S)-2-hydroxy-1-phenylethyl)amino)-5-(pyridazin-3-yl)pyrimidin-2-yl)amino)-1,10b-dihydropyrido[2,1-a]isoindol-6(4H)-one OC[C@H](C1=CC=CC=C1)NC1=NC(=NC=C1C=1N=NC=CC1)NC1=CC=C2C(N3C(C2=C1)CC=CC3)=O